Methyl 5-(methyl(tetrahydro-2H-pyran-4-yl)amino)-1H-indazole-3-carboxylate CN(C=1C=C2C(=NNC2=CC1)C(=O)OC)C1CCOCC1